3,5,6-trihydroxy-2-(2-methyl-1-oxopropyl)-4,6-diprenylcyclohexa-2,4-dien-1-one OC1=C(C(C(C(=C1CC=C(C)C)O)(CC=C(C)C)O)=O)C(C(C)C)=O